NC1=CC=C(C=N1)OC1CN(C1)C=1C=C(C(=O)NC=2C=NC=C(C2)C(F)(F)F)C=CC1C 3-(3-((6-aminopyridin-3-yl)oxy)azetidin-1-yl)-4-methyl-N-(5-(trifluoromethyl)pyridin-3-yl)benzamide